4-(2-(4-acrylamidophenyl)-4-amino-7-cyano-1-methyl-1H-pyrrolo[3,2-c]pyridin-3-yl)-N-cyclopropyl-2-methoxybenzamide C(C=C)(=O)NC1=CC=C(C=C1)C1=C(C=2C(=NC=C(C2N1C)C#N)N)C1=CC(=C(C(=O)NC2CC2)C=C1)OC